CC1=C(C=CC=C1NC=1C=CC=C2C(=CC=NC12)CN1C(CCCC1)C(=O)O)C1=CC=CC=C1 1-({8-[(2-Methylbiphenyl-3-yl)amino]quinolin-4-yl}methyl)piperidine-2-carboxylic acid